C1(=CC=CC2=CC=CC=C12)C=O (naphthalen-1-yl)methanone